CN1N=C(C=C1)C(=O)N[C@@H]1[C@H](N(CC1)C=1C=C2C=NN(C2=CC1)C1=CN(C(C=C1)=O)C)C1=CC=CC=C1 |r| 1-Methyl-N-[rac-(2R,3S)-1-[1-(1-methyl-6-oxo-1H-pyridin-3-yl)-1H-indazol-5-yl]-2-phenyl-pyrrolidin-3-yl]-1H-pyrazole-3-carboxylic acid amide